3-(1-Methyl-1H-pyrazol-4-yl)-5-(1,4,5,7-tetrahydro-6H-pyrazolo[3,4-c]pyridin-6-yl)-1H-pyrazolo[4,3-d]pyrimidine CN1N=CC(=C1)C1=NNC2=C1N=C(N=C2)N2CC1=C(CC2)C=NN1